FC=1C=C(C=2C3=C(N(C2C1)CC1=CC=C(CP(O)(O)=O)C=C1)C(=NC(=N3)C)O)F (4-((7,9-difluoro-4-hydroxy-2-methyl-5H-pyrimido[5,4-b]indol-5-yl)methyl)benzyl)phosphonic acid